BrC=1C=C2CC(C(C2=CC1)=N[S@@](=O)C(C)(C)C)F (S)-N-(5-bromo-2-fluoro-2,3-dihydro-1H-inden-1-ylidene)-2-methylpropane-2-sulfinamide